C(#N)C1=CC(=NC=C1)N1CC2(C3=C1N=CN=C3N3C[C@H](N(C[C@@H]3C)C(=O)OC(C)(C)C)C)CC(C2)(C)O tert-butyl (2R,5S)-4-((1r,3S)-7'-(4-cyanopyridin-2-yl)-3-hydroxy-3-methyl-6',7'-dihydrospiro[cyclobutane-1,5'-pyrrolo[2,3-d]pyrimidin]-4'-yl)-2,5-dimethylpiperazine-1-carboxylate